C(C)(C)C=1N(N=C2C=CC(=CC12)C1=NC(=NC=C1)C1(CC=C2C(=NC=NC2=C1)NC1COCC1)N)C 7-(4-(3-isopropyl-2-methyl-2H-indazol-5-yl)pyrimidin-2-yl)-N4-(tetrahydrofuran-3-yl)quinazolin-4,7-diamine